NCC(CN1N=NN(C1=O)C1=CC=C(C=C1)C=1C=C2CCC(N(C2=CC1)C)=O)=C(F)F 6-[4-[4-[2-(aminomethyl)-3,3-difluoro-allyl]-5-oxo-tetrazol-1-yl]phenyl]-1-methyl-3,4-dihydroquinolin-2-one